(R)-1-(4-methoxyphenyl)-1-(2-methoxy-4-pyridyl)-1-ethanol COC1=CC=C(C=C1)[C@@](C)(O)C1=CC(=NC=C1)OC